5-fluoro-6-methoxyquinazolin-4(3H)-one FC1=C2C(NC=NC2=CC=C1OC)=O